nonyl 8-[3-[2-[2-[2-(2-methylsulfonyloxyethoxy)ethoxy]ethoxy]ethoxy]-2-(8-nonoxy-8-oxo-octoxy)propoxy]octanoate CS(=O)(=O)OCCOCCOCCOCCOCC(COCCCCCCCC(=O)OCCCCCCCCC)OCCCCCCCC(=O)OCCCCCCCCC